FC[C@H](CN(CC[C@@H](C(=O)O)NC(CN1C(C=CC=C1)=O)=O)CCCCC1=NC=2NCCCC2C=C1)OC (S)-4-(((S)-3-fluoro-2-methoxypropyl)(4-(5,6,7,8-tetrahydro-1,8-naphthyridin-2-yl)butyl)amino)-2-(2-(2-oxopyridin-1(2H)-yl)acetamido)butanoic acid